Ethanoic anhydride C(C)(=O)OC(C)=O